N-[3-(Quinolin-4-ylamino)phenyl]hexanamide N1=CC=C(C2=CC=CC=C12)NC=1C=C(C=CC1)NC(CCCCC)=O